C(#N)C1=CC=NN(C1=O)C=1C=CC(=NC1)N[C@@H]1C[C@@H](CC1)CNC(=O)C1=CC(=NO1)C N-[[(1R,3S)-3-[[5-(5-cyano-6-oxo-pyridazin-1-yl)-2-pyridyl]amino]cyclopentyl]methyl]-3-methyl-isoxazole-5-carboxamide